ClC1=C(C=CC=C1)[C@H]1CC[C@H](N1C(C1=CC=C(C=C1)C1=NC=CC=N1)=O)C(=O)O (2S,5R)-5-(2-chlorophenyl)-1-(4-(pyrimidin-2-yl)benzoyl)pyrrolidine-2-carboxylic acid